(6R)-N-(2-Amino-3-fluoro-4-((4-(trifluoromethyl)benzyl)amino)phenyl)-6,7-difluorooctanamid NC1=C(C=CC(=C1F)NCC1=CC=C(C=C1)C(F)(F)F)NC(CCCC[C@H](C(C)F)F)=O